NC1=C(C(=C(C=C1)N1[C@@H](CN(CC1)C(=O)OC(C)(C)C)CC)C(=O)OC)F tert-butyl (3R)-4-[4-amino-3-fluoro-2-(methoxycarbonyl)phenyl]-3-ethylpiperazine-1-carboxylate